NC1CCN(CC1)C(=O)C1=CC=C(C=C1)NC(=O)NC12C[C@]3(C[C@](CC(C1)C3)(C2)C)C 1-[4-(4-aminopiperidin-1-carbonyl)phenyl]-3-[(1r,3R,5S,7r)-3,5-dimethyladamantan-1-yl]urea